N-(cyclopropylmethyl)-1-[4-(4-{2-[3-(trifluoromethoxy)phenyl]acetamido}-1H-1,2,3-triazol-1-yl)butyl]-1H-1,2,3-triazole-4-carboxamide C1(CC1)CNC(=O)C=1N=NN(C1)CCCCN1N=NC(=C1)NC(CC1=CC(=CC=C1)OC(F)(F)F)=O